FC1=C(CN2[C@@H](CCC2=O)CC(=O)N[C@@H]([C@H](OC)C)C(=O)OCC(F)(F)F)C=CC=C1F 2,2,2-Trifluoroethyl N-(2-((S)-1-(2,3-difluorobenzyl)-5-oxopyrrolidin-2-yl)acetyl)-O-methyl-L-threoninate